6-((1R,4R)-5-(3-((1-(3,4-difluorophenyl)cyclopropyl)amino)propanoyl)-2,5-diazabicyclo[2.2.2]octan-2-yl)nicotinonitrile FC=1C=C(C=CC1F)C1(CC1)NCCC(=O)N1[C@H]2CN([C@@H](C1)CC2)C2=NC=C(C#N)C=C2